2-fluoro-5-formylthiophene-3-carbonitrile FC=1SC(=CC1C#N)C=O